5-cyclopropyl-3-methyl-2-(4,4,5,5-tetramethyl-1,3,2-dioxaborolan-2-yl)phenol C1(CC1)C=1C=C(C(=C(C1)O)B1OC(C(O1)(C)C)(C)C)C